2-Formyl-8-((tetrahydro-2H-pyran-2-yl)oxy)-5,6,7,8-tetrahydroquinoline-3-carbonitrile C(=O)C1=NC=2C(CCCC2C=C1C#N)OC1OCCCC1